C1(CCCCC1)N(C(NC=1SC(=CN1)S(=O)(=O)CC(=O)O)=O)[C@@H]1CC[C@H](CC1)OCCC (2-[3-Cyclohexyl-3-(trans-4-propoxy-cyclohexyl)-ureido]-thiazol-5-ylsulfonyl)-acetic acid